2,2-dimethylpropyl 3-{[2-(4-chlorophenyl)imidazo[1,2-a]pyrimidin-3-yl]methyl}-3,8-diazabicyclo[3.2.1]octane-8-carboxylate ClC1=CC=C(C=C1)C=1N=C2N(C=CC=N2)C1CN1CC2CCC(C1)N2C(=O)OCC(C)(C)C